CC1=C(C=NN1C1=CC=C(C=C1)OC(F)(F)F)N1CCN(CC1)C(=O)OC(C)(C)C tert-butyl 4-[5-methyl-1-[4-(trifluoromethoxy)phenyl]pyrazol-4-yl]piperazine-1-carboxylate